diethoxyisopropoxysilane C(C)O[SiH](OC(C)C)OCC